COC1=C(C=CC=C1)S(=O)(=O)NCCNC1=NC=CC(=N1)C1=C(N=C2SC=CN21)C2=CC=CC=C2 methoxy-N-(2-((4-(6-phenylimidazo[2,1-b]thiazol-5-yl)pyrimidin-2-yl)amino)ethyl)benzenesulfonamide